C1(=CC=CC=C1)N(C=1C=CC=2N(C3=CC=CC=C3C2C1)C1=CC=CC=C1)C1=CC=C(C=C1)C1=CC2=C(C3=CC=CC=C3C(=C2C=C1)C1=CC=CC=C1)C1=CC=CC=C1 N,9-diphenyl-N-[4-(9,10-diphenyl-2-anthracenyl)phenyl]-9H-carbazol-3-amine